ClC1=C(N=C2N(C1=O)C=CC=C2C2=CC=C(C=C2)C(=O)N2CC(CC2)(F)F)C(F)(F)F 3-chloro-9-(4-((3,3-difluoropyrrolidin-1-yl)carbonyl)phenyl)-2-(trifluoromethyl)-4H-pyrido[1,2-a]pyrimidin-4-one